BrC=1C=C2C(NC(NN2C1C)=O)=O 6-bromo-7-methyl-1H,3H-pyrrolo[2,1-f][1,2,4]triazine-2,4-dione